Cl.COC(=O)[C@@H]1NC[C@H](C1)O.OC1=CC=C(C=C1)C (4-hydroxyphenyl)-methane (2r,4s)-methyl-4-hydroxypyrrolidine-2-carboxylate hydrochloride